COC1=CC=C(C(=O)N)C=C1 (E)-4-methoxy-benzamide